tert-butyl N-[trans-4-(4,7-diamino-5,5-dimethyl-6-oxo-benzo[h]quinazolin-8-yl)oxycyclohexyl]carbamate NC1=NC=NC=2C3=C(C(C(C12)(C)C)=O)C(=C(C=C3)O[C@@H]3CC[C@H](CC3)NC(OC(C)(C)C)=O)N